methyl 2-amino-2-(1,1-dioxidothietan-3-yl)ethanoate NC(C(=O)OC)C1CS(C1)(=O)=O